NC1=C(C=C(C=N1)NC(C(=O)N1[C@H](CN([C@@H](C1)C)C(C(C)C)=O)C1=CC(=C(C=C1)F)Cl)=O)C1CC1 N-(6-amino-5-cyclopropylpyridin-3-yl)-2-((2S,5R)-2-(3-chloro-4-fluorophenyl)-4-isobutyryl-5-methylpiperazin-1-yl)-2-oxoacetamide